Cl.Cl.O1N=C(C2=C1C=CC=C2)C2CCN(CC2)CCN 2-[4-(1,2-benzisoxazol-3-yl)piperidin-1-yl]ethan-1-amine dihydrochloride